5,6-diethyl-N-hydroxy-3-(pyridin-3-yloxy)pyridazine C(C)C=1C=C(NN(C1CC)O)OC=1C=NC=CC1